2-methyl-piperidin-4-ol CC1NCCC(C1)O